C1(CCCCC1)CNC=1C=C2OC=3C=C(C(=CC3C3(C2=CC1)OC(C1=CC=CC=C13)=O)NC1=CC=CC=C1)C 6'-(cyclohexylmethylamino)-3'-methyl-2'-anilino-spiro[isobenzofuran-1(3H),9'-[9H]xanthen]-3-one